ClC1=C(C=C(C=C1)Cl)S(=O)(=O)N1C=CC2=C(C=CC=C12)C=1C=C2C=NC(=NC2=CC1)NC(C(C)(C)C)=O N-(6-(1-(2,5-dichlorophenylsulfonyl)-1H-indol-4-yl)quinazolin-2-yl)pivalamide